2-methyl-2-propenoic acid, 3,3,4,4,5,5,6,6,7,7,8,8,8-tridecafluorooctyl ester CC(C(=O)OCCC(C(C(C(C(C(F)(F)F)(F)F)(F)F)(F)F)(F)F)(F)F)=C